C1(CC1)NC(C([C@H](CCC(C)(F)F)NC(=O)[C@@H]1N(CCC1(C)C)C([C@H](C(C)(C)C)NC(OC)=O)=O)=O)=O Methyl ((S)-1-((R)-2-(((S)-1-(cyclopropylamino)-6,6-difluoro-1,2-dioxoheptan-3-yl)carbamoyl)-3,3-dimethylpyrrolidin-1-yl)-3,3-dimethyl-1-oxobutan-2-yl)carbamate